COCC1=NC2=C(N1)C=C(C=C2C(=O)NC2=CC=C(C=C2)OC)NC(=O)C2=C(C=CC=C2)C(F)(F)F 2-(Methoxymethyl)-N-(4-methoxyphenyl)-6-({[2-(trifluoromethyl)phenyl]carbonyl}amino)-1H-benzoimidazole-4-carboxamide